ClC=1C(=C(C2=C(N(C(=N2)C)C)C1)F)C#CC1=NN(C(=C1C(=O)N)NC)[C@@H]1CN([C@H](C1)COC)C(C=C)=O 3-[2-(6-chloro-4-fluoro-1,2-dimethyl-1,3-benzodiazol-5-yl)ethynyl]-1-[(3S,5R)-5-(methoxymethyl)-1-(prop-2-enoyl)pyrrolidin-3-yl]-5-(methylamino)pyrazole-4-carboxamide